C1(CC1)C1=NC2=CC=CC=C2C(=C1C=C[C@@H]1CCOC(O1)(C)C)C1=CC=C(C=C1)F (4R,6S)-6-[[(1E)-2-cyclopropyl-4-(4-fluorophenyl)-3-quinolyl]ethenyl]-2,2-dimethyl-1,3-dioxane